ClC=1C=CC(=C(C1)CCO)[C@H]([C@H]1O[C@H]([C@H]2[C@@H]1OC(O2)(C)C)N2C=CC1=C2N=CN=C1Cl)O 2-[5-chloro-2-[(R)-hydroxy-[(3aR,4R,6R,6aR)-4-(4-chloropyrrolo[2,3-d]pyrimidin-7-yl)-2,2-dimethyl-3a,4,6,6a-tetrahydrofuro[3,4-d][1,3]dioxol-6-yl]methyl]phenyl]ethanol